ClC1=CC(=CC(=N1)N1CCN(CC1)S(=O)(=O)C1=CC=C(C=C1)NC(C1=CC=C(C=C1)CCN1CCC2C1CN(C2)C)=O)C(F)(F)F N-[4-[4-[6-chloro-4-(trifluoromethyl)-2-pyridyl]piperazin-1-yl]sulfonylphenyl]-4-[2-(5-methyl-2,3,3a,4,6,6a-hexahydropyrrolo[2,3-c]pyrrol-1-yl)ethyl]benzamide